1-(1,3-carboxypropyl)-4,7-carboxymethyl-1,4,7-triazacyclononane C1CN(CCN(CCN1)CC(=O)O)CCCC(=O)O